OCC1=CC=C(C=C1)NC(=O)[C@H](C(C)C)NC(=O)[C@H]1N(CCC1)C([C@H](C)NC(OCC1C2=CC=CC=C2C=2C=CC=CC12)=O)=O 9H-fluoren-9-ylmethyl N-[(1S)-2-[(2S)-2-[[(1S)-1-[[4-(hydroxymethyl)phenyl]carbamoyl]-2-methyl-propyl]carbamoyl]pyrrolidin-1-yl]-1-methyl-2-oxo-ethyl]carbamate